BrC1=C(OCCCC(=O)O)C=CC=C1OC 4-(2-bromo-3-methoxyphenoxy)butanoic acid